OCC1(COC1)C1=CC=CC=C1 3-hydroxymethyl-3-phenyloxetane